C(CC=C)OC1=NC(=NN2C1=NC=C2)Cl 4-(but-3-en-1-yloxy)-2-chloroimidazo[2,1-f][1,2,4]triazine